FC=1C(=NN(C1)CC(F)(F)F)[C@H](C)C1=CC=NC=C1 |r| (rac)-4-(1-(4-Fluoro-1-(2,2,2-trifluoroethyl)-1H-pyrazol-3-yl)ethyl)pyridine